butylene ethanedisulfonate C1CS(=O)(=O)OCCCCOS1(=O)=O